tert-butyl 2-acetamido-3-(5-(dimethylamino) benzo[d]thiazol-2-yl)-4,7-dihydrothieno[2,3-c]pyridine-6(5H)-carboxylate C(C)(=O)NC1=C(C2=C(CN(CC2)C(=O)OC(C)(C)C)S1)C=1SC2=C(N1)C=C(C=C2)N(C)C